COC=1C=C(C=CC1C=1C=NNC1)N1C(C2(CC1)CCN(CC2)C(=O)C=2C=1C(N(CC1C=CC2)CCOC)=O)=O 2-[3-methoxy-4-(1H-pyrazol-4-yl)phenyl]-8-[2-(2-methoxyethyl)-3-oxo-2,3-dihydro-1H-isoindole-4-carbonyl]-2,8-diazaspiro[4.5]decan-1-one